BrC=1C=2N(C=CC1)C=C(N2)C(=O)N[C@@H]([C@H](C2=CC=CC=C2)O)C2=CC=CC=C2 8-bromo-N-((1R,2S)-2-hydroxy-1,2-diphenylethyl)imidazo[1,2-a]Pyridine-2-carboxamide